COCC(C)(O)OC1=C(C=C(C=C1)OC)OC (3,4-dimethoxy)-2-(2-methoxyphenoxy)propan-2-ol